methyl 5-(benzyloxy)-2-(1-ethoxyvinyl)-4-methoxybenzoate C(C1=CC=CC=C1)OC=1C(=CC(=C(C(=O)OC)C1)C(=C)OCC)OC